(R)-2-(4-(1-(2-methoxy-4-((6-(3-phenylisoxazolidin-2-yl)pyrimidin-4-yl)amino)phenyl)piperidin-4-yl)piperazin-1-yl)ethan-1-ol COC1=C(C=CC(=C1)NC1=NC=NC(=C1)N1OCC[C@@H]1C1=CC=CC=C1)N1CCC(CC1)N1CCN(CC1)CCO